Tert-butyl 4-(4-chlorophenyl)-3-oxopiperidine-1-carboxylate ClC1=CC=C(C=C1)C1C(CN(CC1)C(=O)OC(C)(C)C)=O